COC=1C=C(\C=C\2/CC(C\C(\C2=O)=C/C2=CC(=C(C=C2)OC)OC)NC(=O)C2=[NH+]C=CC=C2C)C=CC1OC 2-((3,5-Bis((E)-3,4-dimethoxybenzylidene)-4-oxocyclohexyl)carbamoyl)-3-methylpyridin-1-ium